ortho-naphthoquinone C1=CC=C2C(=C1)C=CC(=O)C2=O